(R)-4-(2-(4-(2-(trifluoromethyl)benzoyl)-1H-pyrrol-2-yl)-1H-benzo[d]imidazol-6-yl)pyrrolidin-2-one FC(C1=C(C(=O)C=2C=C(NC2)C2=NC3=C(N2)C=C(C=C3)[C@H]3CC(NC3)=O)C=CC=C1)(F)F